FC(C(=O)O)(F)F.CN1N=CC(=C1)CN1C(N(C2=C(C1=O)C=C(S2)S(=O)(=O)NC2(CC2)C)C2CCNCC2)=O 3-((1-methyl-1H-pyrazol-4-yl)methyl)-N-(1-methylcyclopropyl)-2,4-dioxo-1-(piperidin-4-yl)-1,2,3,4-tetrahydrothieno[2,3-d]pyrimidine-6-sulfonamide trifluoroacetate